CN(CCCOC=1C(=CC=2CC[N+]3=C(C2C1)C=C1C=CC(=C(C1=C3)OCCCN(C)C)OCCCN(C)C)OCCCN(C)C)C 2,3,9,10-tetrakis(3-(dimethylamino)propoxy)-5,6-dihydroisoquinolino[3,2-a]isoquinolin-7-ium